trans-tert-butyl N-[4-[4-[4-[(2,6-dioxo-3-piperidyl)amino]-2-fluoro-phenyl]piperazin-1-yl]cyclohexyl]-N-methyl-carbamate O=C1NC(CCC1NC1=CC(=C(C=C1)N1CCN(CC1)[C@@H]1CC[C@H](CC1)N(C(OC(C)(C)C)=O)C)F)=O